FC=1C=C(C=CC1)C=1C=CC=C2C(=NC(=NC12)NC=1C=NC(=CC1)N1CCOCC1)N 8-(3-fluorophenyl)-N2-(6-morpholinylpyridin-3-yl)quinazoline-2,4-diamine